OC(C(=O)O)CC(=O)O.C1C(C)O1 propylene ether 2-hydroxysuccinate